(1R,4R)-N4-(2-{3-[(2-ethoxy-4-methane-sulfonylphenyl)amino]prop-1-yn-1-yl}-1-(2,2,2-trifluoroethyl)-1H-indol-4-yl)-N1,N1-dimethylcyclohexane-1,4-diamine C(C)OC1=C(C=CC(=C1)S(=O)(=O)C)NCC#CC=1N(C2=CC=CC(=C2C1)NC1CCC(CC1)N(C)C)CC(F)(F)F